[6-(3-cyclopropyl-1H-1,2,4-triazol-5-yl)-2-azaspiro[3.3]heptan-2-yl]-[6-[[1-(trifluoromethyl)pyrazol-3-yl]methyl]-2,6-diazaspiro[3.3]heptan-2-yl]methanone C1(CC1)C1=NNC(=N1)C1CC2(CN(C2)C(=O)N2CC3(C2)CN(C3)CC3=NN(C=C3)C(F)(F)F)C1